N1=NC(=CC=C1)NC(=O)N1CCC(CC1)=CC1=CC(=CC=C1)OC1=NC=C(C=C1)C(F)(F)F N-pyridazin-3-yl-4-{3-[5-(trifluoromethyl)-2-pyridyloxy]benzylidene}piperidine-1-carboxamide